O1CCN(CC1)C1=C2C[C@@H](NCC2=CC=C1)CN([C@H]1CCCC=2C=CC=NC12)CCCN1CCNCC1 (S)-N-(((R)-5-morpholino-1,2,3,4-tetrahydroisoquinolin-3-yl)methyl)-N-(3-(piperazin-1-yl)propyl)-5,6,7,8-tetrahydroquinolin-8-amine